3-[5-fluoro-3-(2-methylimidazo[1,2-a]pyridin-6-yl)pyridin-2-yl]-3-methoxy-5,5-dimethyl-6-oxocyclohex-1-ene-1-carbonitrile FC=1C=C(C(=NC1)C1(C=C(C(C(C1)(C)C)=O)C#N)OC)C=1C=CC=2N(C1)C=C(N2)C